(R)-3-((tert-Butoxycarbonyl)amino)-6-(pent-4-en-2-yloxy)-5-(trifluoromethyl)picolinate C(C)(C)(C)OC(=O)NC=1C(=NC(=C(C1)C(F)(F)F)O[C@H](C)CC=C)C(=O)[O-]